C(C=C)(=O)OC(C)CCCCCCCCCCCCCCC 2-acryloxyheptadecane